Methyl-(S,E)-2-((3-(7-(dimethylamino)-2-((dimethylcarbamoyl)oxy)-7-oxohept-5-enamido)-2-oxopyridin-1(2H)-yl)methyl)-5-fluoro-1H-benzo[d]imidazol-1-carboxylat COC(=O)N1C(=NC2=C1C=CC(=C2)F)CN2C(C(=CC=C2)NC([C@H](CC\C=C\C(=O)N(C)C)OC(N(C)C)=O)=O)=O